S(=O)(=O)(C1=CC=C(C)C=C1)OCC1CN(CC1)C(=O)[O-] 3-((tosyloxy)methyl)pyrrolidine-1-carboxylate